N-butyl-2-(6-methoxy-2-(2-methoxyimidazo[2,1-b][1,3,4]thiadiazol-6-yl)pyrazolo[1,5-a]pyridin-4-yloxy)acetamide C(CCC)NC(COC=1C=2N(C=C(C1)OC)N=C(C2)C=2N=C1SC(=NN1C2)OC)=O